tert-butyl ((1R,3S)-3-((6-chloro-2-(trifluoromethyl)quinolin-4-yl)-amino)cyclohexyl)carbamate ClC=1C=C2C(=CC(=NC2=CC1)C(F)(F)F)N[C@@H]1C[C@@H](CCC1)NC(OC(C)(C)C)=O